(2-chloro-4-((5-Methylbenzofuran-7-yl)oxy)phenyl)(4-chloro-7H-pyrrolo[2,3-d]pyrimidin-5-yl)methanone ClC1=C(C=CC(=C1)OC1=CC(=CC=2C=COC21)C)C(=O)C2=CNC=1N=CN=C(C12)Cl